FC(C=1C(=CN(C(C1)=O)C)C(=O)O)F 4-(difluoromethyl)-1-methyl-6-oxo-1,6-dihydropyridine-3-carboxylic acid